7-(3-((5-chloro-2-fluoropyridin-3-yl)amino)-7,8-dihydro-1,6-naphthyridin-6(5H)-yl)-8-methyl-4H-pyrimido[1,2-b]pyridazin-4-one ClC=1C=C(C(=NC1)F)NC=1C=NC=2CCN(CC2C1)C=1C(=CC=2N(N1)C(C=CN2)=O)C